(E)-5-chloro-3-phenyl-2-styryl-1H-indole ClC=1C=C2C(=C(NC2=CC1)\C=C\C1=CC=CC=C1)C1=CC=CC=C1